N(C1=CC=CC=C1)C1=CC(=CN=N1)NC(CC1=C(C=CC=C1Cl)Cl)=O N-(6-anilinopyridazin-4-yl)-2-(2,6-dichlorophenyl)acetamide